COC=1C=C(CCN)C=CC1O 3-methoxy-4-hydroxyphenethylamine